(3S)-N-((1R,2R,4S)-7-cyano-7-azabicyclo[2.2.1]heptan-2-yl)-1-(6-cyano-4-methyl-2-pyridinyl)-3-pyrrolidinecarboxamide C(#N)N1[C@H]2[C@@H](C[C@@H]1CC2)NC(=O)[C@@H]2CN(CC2)C2=NC(=CC(=C2)C)C#N